NN1C(N(CC1)CC(=O)O)=NN 2-[3-amino-2-hydrazin-ylideneimidazolidin-1-yl]acetic acid